C(C1=CC=CC=C1)N1C(=NC2=NC=C(C=C21)C=2C(=NOC2C)C)NCCN(C)C N1-(1-benzyl-6-(3,5-dimethylisoxazol-4-yl)-1H-imidazo[4,5-b]pyridin-2-yl)-N2,N2-dimethylethane-1,2-diamine